CCCC(CCC(CCCCCCCCCCCC)O)O nonadecane-4,7-diol